(S)-1-(1-((5-(4-((6-((3-(hydroxymethyl)azetidin-1-yl)methyl)pyridine-3-yl)ethynyl)phenyl)isoxazol-3-yl)methyl)-1H-imidazol-2-yl)ethan-1-ol OCC1CN(C1)CC1=CC=C(C=N1)C#CC1=CC=C(C=C1)C1=CC(=NO1)CN1C(=NC=C1)[C@H](C)O